C1(CCCC1)NC(C([C@H](C[C@H]1C(NCC1)=O)NC(=O)[C@H]1N(CCCC1)C(=O)OC(C)(C)C)O)=O Tert-butyl (2S)-2-(((2S)-4-(cyclopentylamino)-3-hydroxy-4-oxo-1-((S)-2-oxopyrrolidin-3-yl)butan-2-yl)carbamoyl)piperidine-1-carboxylate